(S)-(2-chloro-5-(3,5-dimethyl-2,6-dioxo-4-thioxo-1,3,5-triazin-1-yl)-4-fluorobenzoyl)alanine ClC1=C(C(=O)N[C@@H](C)C(=O)O)C=C(C(=C1)F)N1C(N(C(N(C1=O)C)=S)C)=O